ClC=1N=C(C2=C(N1)SC=C2)NC=2N=CN(C2)C2=CC1=C(OC(O1)(F)F)C=C2 2-chloro-N-(1-(2,2-difluorobenzo[d][1,3]dioxol-5-yl)-1H-imidazol-4-yl)thieno[2,3-d]pyrimidin-4-amine